[Cl-].[Cl-].C(C)C1(C(=C(C(=C1C)C)C)C)[Zr+2]C1C(=CC2=CC=CC=C12)CC(C)C (1-ethyl-2,3,4,5-tetramethylcyclopentadienyl)(2-isobutylindenyl)zirconium dichloride